3,5-difluoro-3'-isocyanato-1,1'-biphenyl FC=1C=C(C=C(C1)F)C1=CC(=CC=C1)N=C=O